C(C)(C)(C)N(C(O)=O)C1=NC(=C(C=C1)C1=CCCC1)CN(C)C.BrC1=CC=C(C=C1)N1C(C=2C(C1=O)=CC=CC2)=O N-(4-bromophenyl)phthalimide tert-butyl-(5-(cyclopent-1-en-1-yl)-6-((dimethylamino)methyl)pyridin-2-yl)carbamate